N-(benzo[d]isoxazol-3-yl)-N-(2-cyclopropyl-4-iodo-5-methylphenyl)but-2-ynamide O1N=C(C2=C1C=CC=C2)N(C(C#CC)=O)C2=C(C=C(C(=C2)C)I)C2CC2